C(C)(C)(C)OC(=O)N1C[C@H](CC1)[C@@H](C(=O)OC(C)(C)C)CC1=CC(=CC=C1)C([2H])([2H])Br (R)-3-((S)-3-(3-(bromomethyl-d2)phenyl)-1-(tert-butoxy)-1-oxopropan-2-yl)pyrrolidine-1-carboxylic acid tert-butyl ester